CN1N=C2[C@@H](N(CCC2=C1C1=CC(=C(C(=C1)F)F)F)C(=O)C1=CN=C2N1C=CC=C2)C (S)-(2,7-dimethyl-3-(3,4,5-trifluorophenyl)-2,4,5,7-tetrahydro-6H-pyrazolo[3,4-c]pyridin-6-yl)(imidazo[1,2-a]pyridin-3-yl)methanone